C(C)(C)(C)OC(N(CCOCCOCCCO)C(=O)OC(C)(C)C)=O.CN1CCC(CC1)C1=CC=C(C=C1)C=1C=C2C(NC=NC2=CC1)=O 6-[4-(1-methyl-4-piperidinyl)phenyl]quinazolin-4-one tert-butyl-N-tert-butoxycarbonyl-N-[2-[2-(3-hydroxypropoxy)ethoxy]ethyl]carbamate